BrC1=C(C(=C2C(=NC(=NC2=C1F)OC[C@]12CCCN2C[C@@H](C1)F)O)OC[C@H](C(=C)C(F)F)NCC(F)F)Cl 7-Bromo-6-chloro-5-(((S)-2-((2,2-difluoroethyl)amino)-3-(difluoromethyl)but-3-en-1-yl)oxy)-8-fluoro-2-(((2R,7aS)-2-fluorotetrahydro-1H-pyrrolizin-7a(5H)-yl)methoxy)quinazolin-4-ol